3-bromo-1,1,3-trifluoropropene BrC(C=C(F)F)F